CC1(CC=C(CC1)C=1C=C(C=C2C=C(C=NC12)C(=O)O)OC)C 8-(4,4-dimethylcyclohex-1-en-1-yl)-6-methoxyquinoline-3-carboxylic acid